tert-Butyl N-[endo-8-[7-(4-chloro-2-methyl-2H-indazol-5-yl)-5-(dimethylsulfamoyl)-2-methyl-5H-pyrrolo[2,3-b]pyrazin-3-yl]-8-azabicyclo[3.2.1]octan-3-yl]carbamate ClC=1C2=CN(N=C2C=CC1C1=CN(C2=NC(=C(N=C21)C)N2C1CC(CC2CC1)NC(OC(C)(C)C)=O)S(N(C)C)(=O)=O)C